BrC=1C=C(C=CC1F)N1C(=NOC1=C=O)C=1C(=NON1)NCCC(=O)O 3-((4-(4-(3-bromo-4-fluorophenyl)-5-carbonyl-4,5-dihydro-1,2,4-oxadiazol-3-yl)-1,2,5-oxadiazol-3-yl)amino)propanoic acid